C1=CC=CC1[Pt](C1=CC=CC=C1)(C1=CC=CC=C1)C1=CC=CC=C1 (5-cyclopentadienyl)-triphenyl-platinum